ClC=1C=C2C(=NN1)NC[C@@]1(N2C[C@@H](C1)N)C(F)F (6aR,8R)-2-chloro-6a-(difluoromethyl)-5,6,6a,7,8,9-hexahydropyrrolo-[1',2':4,5]pyrazino[2,3-c]pyridazin-8-amine